tert-Butyl (4-(5-((R)-1-(3,5-dichloropyridin-4-yl)ethoxy)-1-(tetrahydro-2H-pyran-2-yl)-1H-indazol-3-yl)pyridin-2-yl)carbamate ClC=1C=NC=C(C1[C@@H](C)OC=1C=C2C(=NN(C2=CC1)C1OCCCC1)C1=CC(=NC=C1)NC(OC(C)(C)C)=O)Cl